[4-(2-trimethylsilylethynyl)-3-pyridyl] acetate C(C)(=O)OC=1C=NC=CC1C#C[Si](C)(C)C